P1=CC=CC=C1 phosphorIn